(S,E)-2-carbonyl-2-(4-(5-(trifluoromethyl)pyrimidine-2-yl)piperazin-1-yl)acetaldehyde O-(2-((6-carbonyl-5-(trifluoromethyl)-1,6-dihydropyridazin-4-yl)amino)propyl) oxime C(=O)=C1C(=C(C=NN1)N[C@H](CO\N=C\C(N1CCN(CC1)C1=NC=C(C=N1)C(F)(F)F)=C=O)C)C(F)(F)F